FC=1C=NC(=NC1)C=1C=C(C=CC1C)NC(=O)N1C2CC(CC1(C2)CN2N=CC=C2)C N-[3-(5-fluoropyrimidin-2-yl)-4-methylphenyl]-3-methyl-1-(pyrazol-1-ylmethyl)-6-azabicyclo[3.1.1]heptane-6-carboxamide